6-Amino-3-(4'-chloro-2-isopropyl-1',2'-dihydrospiro[cyclopropane-1,3'-pyrrolo[2,3-b]pyridin]-5'-yl)-2-fluoro-N,N-dimethylbenzamide NC1=CC=C(C(=C1C(=O)N(C)C)F)C=1C(=C2C(=NC1)NCC21C(C1)C(C)C)Cl